Tin (2'-O-methylinosine) CO[C@H]1[C@@H](O[C@@H]([C@H]1O)CO)N1C=NC=2C(O)=NC=NC12.[Sn]